tert-Butyl (3-cyano-4-(3-((3S)-3-(2-((dimethylamino)methyl) morpholino)pyrrolidin-1-yl)-5-fluoro-7,9-dihydrofuro[3,4-f]quinazolin-6-yl)-7-fluorothieno[3,2-c]pyridin-2-yl)carbamate C(#N)C1=C(SC2=C1C(=NC=C2F)C=2C1=C(C=3C=NC(=NC3C2F)N2C[C@H](CC2)N2CC(OCC2)CN(C)C)COC1)NC(OC(C)(C)C)=O